5-(4-amino-5-bromo-2-oxopyrimidin-1(2H)-yl)-3-hydroxy-2-(hydroxymethyl)tetrahydrofuran-2-carbonitrile NC1=NC(N(C=C1Br)C1CC(C(O1)(C#N)CO)O)=O